C(C)N(CCOCCNC(OC(C)(C)C)=O)CC tert-butyl N-{2-[2-(diethylamino)ethoxy]ethyl}carbamate